tert-butyl ((1R,3R)-3-(4-(3-carbamoyl-5-(trifluoromethyl)pyridin-2-yl)piperazine-1-carbonyl)cyclobutyl)carbamate C(N)(=O)C=1C(=NC=C(C1)C(F)(F)F)N1CCN(CC1)C(=O)C1CC(C1)NC(OC(C)(C)C)=O